tert-Butyl (1-((4-methyl-2-(methylthio)pyrimidin-5-yl)methyl)-1H-pyrazol-4-yl)carbamate CC1=NC(=NC=C1CN1N=CC(=C1)NC(OC(C)(C)C)=O)SC